C1(CCCC1)OC=1C=C(C=CC1OC)C1=NC(=CC(=N1)C1CB(OC1)O)OC 4-(2-(3-(cyclopentyloxy)-4-methoxyphenyl)-6-methoxypyrimidin-4-yl)-1,2-oxaborolan-2-ol